5-[(2,4-dimethylphenyl)carbamoyl]-4-methylthiophene-3-carboxylate CC1=C(C=CC(=C1)C)NC(=O)C1=C(C(=CS1)C(=O)[O-])C